COC1=CC=C(CN(C2=NC(=NN3C2=NC=C3C(C=3C=C(C(=NC3)N3[C@H](CN(CC3)C(=O)OC(C)(C)C)C)C)O)OCCCC)CC3=CC=C(C=C3)OC)C=C1 tert-butyl (3S)-4-(5-((4-(bis(4-methoxybenzyl) amino)-2-butoxyimidazo[2,1-f][1,2,4]triazin-7-yl) (hydroxy) methyl)-3-methylpyridin-2-yl)-3-methylpiperazine-1-carboxylate